COC1=CC=C(C=C1)C(O[C@H]1C[C@@H](O[C@@H]1CO)N1C=2N=C(NC(C2N=C1)=O)NC(C(C)C)=O)(C1=CC=CC=C1)C1=CC=C(C=C1)OC N-(9-((2R,4S,5R)-4-(bis(4-methoxyphenyl)(phenyl)methoxy)-5-(hydroxymethyl)tetrahydrofuran-2-yl)-6-oxo-6,9-dihydro-1H-purin-2-yl)isobutyramide